FC(S(=O)(=O)O)(F)F.C(CCC)N1CN(C=C1)C 1-N-butyl-3-methylimidazole trifluoromethanesulfonate